5-methylthio-2-(methylthiomethyl)-2-pentenal CSCCC=C(C=O)CSC